[Cl-].N1CCCCC1 piperidine chloride salt